Cl.[Si](C)(C)(C(C)(C)C)O[C@H]1[C@@H](CNC[C@@H]1C)NC(OC(C)(C)C)=O tert-butyl ((3R,4R,5S)-4-{[tert-butyl(dimethyl)silyl]oxy}-5-methylpiperidin-3-yl)carbamate hydrochloride